C(C)(C)[C@H]1N(C(OC1)=O)C([C@@H](CCC=C)C)=O (R)-4-isopropyl-3-((R)-2-methyl-5-hexenoyl)oxazolidin-2-one